3-[6-[4-[3-[4-(3-bromo-2-methyl-phenoxy)cyclohexyl]-2,2-difluoro-propanoyl]piperazin-1-yl]-1-methyl-indazol-3-yl]piperidine-2,6-dione BrC=1C(=C(OC2CCC(CC2)CC(C(=O)N2CCN(CC2)C2=CC=C3C(=NN(C3=C2)C)C2C(NC(CC2)=O)=O)(F)F)C=CC1)C